dipropyl pimelate C(CCCCCC(=O)OCCC)(=O)OCCC